C(C)C(CCCCC)C1=C(C=CC=C1)C(=C(C(=O)[O-])C#N)C1=CC=CC=C1 Ethylhexyl-2-cyano-3,3-diphenylacrylat